16-mercapto-hexadecanoate SCCCCCCCCCCCCCCCC(=O)[O-]